5-{5-[(R)-(1,3-dimethyl-azetidin-3-yl)-hydroxy-(4-isopropyl-phenyl)-methyl]-pyridazin-3-yl}-hexahydro-furo[2,3-c]pyrrol-4-one CN1CC(C1)(C)[C@@](C=1C=C(N=NC1)N1CC2C(C1=O)CCO2)(C2=CC=C(C=C2)C(C)C)O